oxazole-2-carboxamide O1C(=NC=C1)C(=O)N